CS(=O)(=O)[O-].C(CCCC)[N+]1=CC=C(C=C1)CC 1-Pentyl-4-ethylpyridinium methansulfonat